(S)-3-amino-N-(5-(2-(2-aminopyridin-3-yl)-5-(1H-pyrazol-1-yl)-3H-imidazo[4,5-b]pyridin-3-yl)-2,3-dihydro-1H-inden-1-yl)benzamide NC=1C=C(C(=O)N[C@H]2CCC3=CC(=CC=C23)N2C(=NC=3C2=NC(=CC3)N3N=CC=C3)C=3C(=NC=CC3)N)C=CC1